1',1'-dioxido-7'-((1-(piperidin-1-yl)propan-2-yl)oxy)-2,3,5,6-tetrahydrospiro[pyran-4,4'-pyrido[2,3-b][1,4,5]oxathiazepin] O=S1(C2=C(OC3(C=N1)CCOCC3)N=C(C=C2)OC(CN2CCCCC2)C)=O